tert-butyl (1R,5S,6r)-6-[(2,2-dimethyl-2,3,3a,7a-tetrahydro-1H-indol-1-yl) carbonyl]-3-azabicyclo[3.1.0]hexane-3-carboxylate CC1(N(C2C=CC=CC2C1)C(=O)C1[C@H]2CN(C[C@@H]12)C(=O)OC(C)(C)C)C